BrC=1C=C2C(=NC1)N(N=C2)C(=O)OCCCC butyl 5-bromo-1H-pyrazolo[3,4-b]pyridine-1-carboxylate